2,6-dimethyl-5-octenoic acid CC(C(=O)O)CCC=C(CC)C